(3-aminopropyl)acryloylamide NCCC[N-]C(C=C)=O